N1C(=CC=C1)C1=NOC(=N1)C=1C=C2C(CC(OC2=CC1)(CC)CC)=O 6-(3-(1H-pyrrol-2-yl)-1,2,4-oxadiazol-5-yl)-2,2-diethylchroman-4-one